C(C)(C)(C)C=1C=C(C=C(C1O)C)CCC(=O)OCCOCCOCCOC(CCC1=CC(=C(C(=C1)C)O)C(C)(C)C)=O triethylene glycol bis[beta-(3-t-butyl-5-methyl-4-hydroxyphenyl) propionate]